3-(4-formyl-5-hydroxy-1H-benzo[d]Imidazol-2-yl)-N-(2-methoxyethyl)propionamide C(=O)C1=C(C=CC=2NC(=NC21)CCC(=O)NCCOC)O